The molecule is a delta-lactam that is piperidine which is substituted by an oxo group at position 2. It has a role as an EC 1.2.1.88 (L-glutamate gamma-semialdehyde dehydrogenase) inhibitor. It is a member of piperidones and a delta-lactam. C1CCNC(=O)C1